2-(2-((5-Bromo-2-((2-fluoro-4-(4-(4-methylpiperazin-1-yl)piperidin-1-yl)phenyl)amino)pyrimidine-4-yl)amino)-4-fluorophenyl)propan-2-ol BrC=1C(=NC(=NC1)NC1=C(C=C(C=C1)N1CCC(CC1)N1CCN(CC1)C)F)NC1=C(C=CC(=C1)F)C(C)(C)O